ClC1=CC=C(C=C1)[C@@]1([C@H](CCCC1)CC1=NC=CC=C1)O (1R,2R)-1-(4-chlorophenyl)-2-(pyridin-2-ylmethyl)cyclohexanol